trans-4-((3-(2-Cyclopropylthiazol-5-yl)phenyl)((trans-4-(4-(methylsulfonyl)phenyl) cyclohexyl)methyl) carbamoyl)cyclohexyl 3-hydroxyazetidine-1-carboxylate OC1CN(C1)C(=O)O[C@@H]1CC[C@H](CC1)C(N(C[C@@H]1CC[C@H](CC1)C1=CC=C(C=C1)S(=O)(=O)C)C1=CC(=CC=C1)C1=CN=C(S1)C1CC1)=O